ClC=1C=C(N)C=CC1C1=CN=CO1 3-chloro-4-(1,3-oxazol-5-yl)aniline